NC(C(=O)O)CCC1C=CC(C=C1)N 2-amino-4-(4-amino-cyclohexa-2,5-dienyl)-butyric acid